N-((1-(6-(6-(Difluoromethyl)imidazo[1,2-b]pyridazin-3-yl)pyrimidin-4-yl)-4-hydroxy-2,4,5-trimethylpiperidin-3-yl)methyl)methanesulfonamide FC(C=1C=CC=2N(N1)C(=CN2)C2=CC(=NC=N2)N2C(C(C(C(C2)C)(C)O)CNS(=O)(=O)C)C)F